CC1=C(N=C(O1)C1=CC=CC=C1)CCOC1=CC=C(C2=C1C=CS2)CC2C(NC(O2)=O)=O 5-[[4-[2-(5-methyl-2-phenyl-1,3-oxazol-4-yl)ethoxy]-1-benzothiophen-7-yl]methyl]-1,3-oxazolidine-2,4-dione